N-(methylsulfonylethyl)phthalic acid amide CS(=O)(=O)CCNC(C=1C(C(=O)O)=CC=CC1)=O